CN1C(=NN=C1)C1(CC(C1)C#N)C1=CC(=CC=C1)N1C(C2=CC(=CC(=C2C1)C(F)(F)F)CN1C[C@@H](CCC1)C)=O (1S,3r)-3-(4-methyl-4H-1,2,4-triazol-3-yl)-3-(3-(6-(((S)-3-methylpiperidin-1-yl)methyl)-1-oxo-4-(trifluoromethyl)isoindolin-2-yl)phenyl)cyclobutane-1-carbonitrile